O[C@@H](C(C)=O)CO (3R)-3,4-dihydroxybutanone